NCCNCCNC(=O)C=1C=NC(=CC1)C(F)(F)C1=CC(=NC(=C1)N1CCN(CC1)S(=O)(=O)C1=CC=C(C=C1)N1C(C[C@H](C1)N)=O)Cl N-[2-(2-aminoethylamino)ethyl]-6-[[2-chloro-6-[4-[4-[(4R)-4-amino-2-oxo-pyrrolidin-1-yl]phenyl]sulfonylpiperazin-1-yl]-4-pyridinyl]-difluoro-methyl]pyridine-3-carboxamide